C[C@H](CCC(=O)O)[C@H]1CC[C@@H]2[C@@]1(CC[C@H]3[C@H]2CC[C@H]4[C@@]3(CC[C@H](C4)OS(=O)(=O)O)C)C The molecule is a steroid sulfate that is lithocholic acid in which the hydroxy hydrogen at position 3 has been replaced by a sulfo group. It derives from a lithocholic acid. It is a conjugate acid of a lithocholate sulfate(2-).